2'-chloro-6-(hydroxymethyl)-5'-methoxy-(4,4'-bipyridine)-3-carboxylic acid ethyl ester C(C)OC(=O)C=1C=NC(=CC1C1=CC(=NC=C1OC)Cl)CO